6-Bromo-9-isopropyl-2-methoxyisoxazolo[5,4-h]quinazoline BrC=1C=C2C=NC(=NC2=C2C1ON=C2C(C)C)OC